2-{3-[2-amino-6-(1,2,3,6-tetrahydropyridin-4-yl)-7H-pyrrolo[2,3-d]pyrimidin-4-yl]-2-(hydroxymethyl)phenyl}-6-cyclopropyl-8-fluoroisoquinolin-1(2H)-one NC=1N=C(C2=C(N1)NC(=C2)C=2CCNCC2)C=2C(=C(C=CC2)N2C(C1=C(C=C(C=C1C=C2)C2CC2)F)=O)CO